NC=1C=C2CN(C(C2=CC1OC(C)C)=O)C1CCC(CC1)N(C1CN(C1)C1=CC=CC=2N(C(N(C21)C)=O)C2C(NC(CC2)=O)=O)C 3-(4-(3-(((1r,4r)-4-(5-amino-6-isopropoxy-1-oxoisoindolin-2-yl)cyclohexyl)(methyl)amino)azetidin-1-yl)-3-methyl-2-oxo-2,3-dihydro-1H-benzo[d]imidazol-1-yl)piperidine-2,6-dione